7,7-difluoro-2-(2-methylazetidin-1-yl)-6,7-dihydro-5H-cyclopenta[d]pyrimidine FC1(CCC2=C1N=C(N=C2)N2C(CC2)C)F